The molecule is a 1-(Z)-alk-1-enyl-2-acyl-sn-glycero-3-phosphocholine in which the alk-1-enyl and acyl groups are specified as (1Z)-hexadecenyl and tetradecanoyl respectively. It derives from a tetradecanoic acid. CCCCCCCCCCCCCC/C=C\\OC[C@H](COP(=O)([O-])OCC[N+](C)(C)C)OC(=O)CCCCCCCCCCCCC